NC1=C2N=CN(C2=NC=N1)CC(C)OCP(=O)(OC1=CC=CC=C1)OCCC(C(=O)O)(C)C.CC=1C=C(N)C=C(C1)OC(F)(F)F 3-methyl-5-(trifluoromethoxy)aniline (((1-(6-amino-9H-purin-9-yl)propan-2-yloxy)methyl)(phenoxy)phosphoryloxy)methyl-pivalate